NC=1C(=NC(=CN1)C1=CC=C(C=C1)C)C(=O)NC1=CC=C(C=C1)S(=O)(=O)C(C)P(OCC)(OCC)=O diethyl 1-(4-(3-amino-6-p-tolylpyrazine-2-carboxamido)phenylsulfonyl)ethylphosphonate